NC[C@@H]1CN(C[C@@H]1F)C1=NC=CC(=N1)NC1=NNC(=C1)C1CCCC1 2-[(3R,4R)-3-(aminomethyl)-4-fluoro-pyrrolidin-1-yl]-N-(5-cyclopentyl-1H-pyrazol-3-yl)pyrimidin-4-amine